C(#C)C1=CC(=C(OCCCC2=C(N=CS2)C(=O)O)C=C1)F 5-[3-(4-ethynyl-2-fluoro-phenoxy)propyl]Thiazole-4-carboxylic acid